N1C=NC2=C1C=CC(=C2)NC(C#N)C2=CC=C(C=C2)C2=NOC(=C2)C2CC2 (1H-benzimidazol-5-ylamino)[4-(5-cyclopropyl-1,2-oxazol-3-yl)phenyl]acetonitrile